5-(4-(6-(4-aminophenyl)-2,6-diazaspiro[3.3]heptan-2-yl)piperidin-1-yl)-2-(2,6-dioxopiperidin-3-yl)isoindoline-1,3-dione NC1=CC=C(C=C1)N1CC2(CN(C2)C2CCN(CC2)C=2C=C3C(N(C(C3=CC2)=O)C2C(NC(CC2)=O)=O)=O)C1